(2S,3R,4S,6R)-4-(dimethylamino)-6-methyl-3-phenoxytetrahydro-2H-pyran CN([C@@H]1[C@H](CO[C@@H](C1)C)OC1=CC=CC=C1)C